3-Chlorophenethyl 3-deoxy-3-[4-(3,4,5-trifluorophenyl)-1H-1,2,3-triazol-1-yl]-1-thio-α-D-galactopyranoside FC=1C=C(C=C(C1F)F)C=1N=NN(C1)[C@@H]1[C@H]([C@@H](SCCC2=CC(=CC=C2)Cl)O[C@@H]([C@@H]1O)CO)O